The molecule is a monocarboxylic acid anion that is the conjugate base of (10aS)-10,10a-dihydrophenazine-1-carboxylic acid, obtained by deprotonation of the carboxy group; major species at pH 7.3. It is a monocarboxylic acid anion and an aromatic amino-acid anion. It is a conjugate base of a (10aS)-10,10a-dihydrophenazine-1-carboxylic acid. C1=CC=C2C(=C1)N[C@@H]3C(=N2)C=CC=C3C(=O)[O-]